CN1CCC=CCCC(C2=NN=C(C=3C(=CC(=C1N3)C(F)(F)F)[N+](=O)[O-])O2)O 13-methyl-17-nitro-15-(trifluoromethyl)-19-oxa-3,4,13,18-tetraazatricyclo[12.3.1.12,5]nonadeca-1(18),2,4,9,14,16-hexa-en-6-ol